NCC=1C=C(C(=O)NCC(=O)NC=2SC=CC2C(=O)N)C=CC1 (2-(3-(aminomethyl)benzamido)acetamido)thiophene-3-carboxamide